acryloyloxyethyl-(4-benzoylbenzyl)dimethylammonium bromide [Br-].C(C=C)(=O)OCC[N+](C)(C)CC1=CC=C(C=C1)C(C1=CC=CC=C1)=O